2-(3-((3-Ethyl-1-oxo-5,6,7,8-tetrahydroisoquinolin-2(1H)-yl)methyl)isoxazol-5-yl)-5-fluoro-4-methoxybenzonitrile C(C)C=1N(C(C=2CCCCC2C1)=O)CC1=NOC(=C1)C1=C(C#N)C=C(C(=C1)OC)F